BrC(C)C1CC1 (1-bromoethyl)cyclopropane